tert-butyl (4-(5-(oxetan-3-yl)-3-(trifluoromethyl)-1H-pyrazol-1-yl)benzyl)carbamate O1CC(C1)C1=CC(=NN1C1=CC=C(CNC(OC(C)(C)C)=O)C=C1)C(F)(F)F